1'-(Methylenebis-4,1-phenylene)bismaleimide C(C1=CC=C(C=C1)C=1C(=O)NC(C1)=O)C1=CC=C(C=C1)C=1C(=O)NC(C1)=O